ClC1=C(C=CC(=C1)Cl)C(CO)N(C(C1=CC(=CC=C1)F)=O)CC=1C=NC=CC1 N-(1-(2,4-dichlorophenyl)-2-hydroxyethyl)-3-fluoro-N-(pyridin-3-ylmethyl)benzamide